2-butyl-3-(4-hydroxybenzoyl)benzofuran C(CCC)C=1OC2=C(C1C(C1=CC=C(C=C1)O)=O)C=CC=C2